NC(CCCC(C(=O)N)=C(N1N=CC=2C1=NC=NC2C2=C(C=CC=C2)OC2=CC=CC=C2)N2CC=CC=C2)N(C)C 4-amino-3-(4-(phenoxyphenyl)-1H-pyrazolo[3,4-d]pyrimidine-1-yl)(1-pyridyl)-4-(dimethylamino)-2-butyl-acrylamide